ClC1=CC2=C(N(C(N=C2N2[C@H](CNCC2)C)=O)C=2C(=NC=CC2C)C(C)C)N=C1C1=C(C=CC=C1)F (S)-6-chloro-7-(2-fluorophenyl)-1-(2-isopropyl-4-methylpyridin-3-yl)-4-(2-methylpiperazin-1-yl)pyrido[2,3-d]pyrimidin-2(1H)-one